tert-hexylperoxy-3,3,5-trimethylcyclohexane C(C)(C)(CCC)OOC1CC(CC(C1)C)(C)C